CC(=CCCC=1C(OC(C1)C1=CC2=CC=CC=C2C=C1)=O)CCC=C(C)C 3-(4,8-dimethyl-n-nonane-3,7-dien-1-yl)-5-(2-naphthyl)-furan-2(5H)-one